(4-(3-methoxypyridin-2-yl)phenyl)methanamine COC=1C(=NC=CC1)C1=CC=C(C=C1)CN